N=1C=NCCC1C(=O)N pyrimidine-6(5H)-carboxamide